C12(C(C(C(C(C1(F)F)(F)F)(F)F)(F)F)(C(N(C(C2(F)F)(F)F)C(F)(F)F)(F)F)F)F The molecule is an organofluorine compound. It has a role as a blood substitute. It derives from a hydride of an isoquinoline.